(S)-quinuclidin-3-yl (5-(2,5-dimethoxyphenyl)-6-methoxy-2,2-dimethyl-2,3-dihydro-1H-inden-1-yl)carbamate COC1=C(C=C(C=C1)OC)C=1C=C2CC(C(C2=CC1OC)NC(O[C@@H]1CN2CCC1CC2)=O)(C)C